3-bromo-N-((1S,2S)-2-((tert-butyldimethylsilyl)oxy)cyclohexyl)aniline BrC=1C=C(N[C@@H]2[C@H](CCCC2)O[Si](C)(C)C(C)(C)C)C=CC1